Sodium-zirconium-silicon [Si].[Zr].[Na]